6-(6-(1'-isobutyl-[1,4'-bipiperidin]-4-yl)-4-methyl-1H-benzo[d]imidazol-2-yl)-8-methoxy-[1,2,4]triazolo[1,5-a]pyridine tris(2,2,2-trifluoroacetate) FC(C(=O)O)(F)F.FC(C(=O)O)(F)F.FC(C(=O)O)(F)F.C(C(C)C)N1CCC(CC1)N1CCC(CC1)C=1C=C(C2=C(NC(=N2)C=2C=C(C=3N(C2)N=CN3)OC)C1)C